N-(5-(4-(1-methylpiperidin-4-carbonyl)piperazin-1-yl)pyridin-2-yl)benzamide CN1CCC(CC1)C(=O)N1CCN(CC1)C=1C=CC(=NC1)NC(C1=CC=CC=C1)=O